7-bromo-1'-((5-(4-bromophenyl)-1,3,4-oxadiazol-2-yl)methyl)spiro[chromane-2,4'-piperidin]-4-one BrC1=CC=C2C(CC3(CCN(CC3)CC=3OC(=NN3)C3=CC=C(C=C3)Br)OC2=C1)=O